1-benzyl-1-(1-((4-((tert-butoxycarbonyl)(butyl)Amino)-2,6-dimethylphenyl)Amino)-1-oxobutan-2-yl)Piperidin-1-ium C(C1=CC=CC=C1)[N+]1(CCCCC1)C(C(=O)NC1=C(C=C(C=C1C)N(CCCC)C(=O)OC(C)(C)C)C)CC